CC1=C(C(NC2=NC=CN=C21)=O)N2CCN(CC2)C(=O)OC(C)(C)C tert-butyl 4-(8-methyl-6-oxo-5,6-dihydropyrido[2,3-b]pyrazin-7-yl)piperazine-1-carboxylate